2,6-dimethyl-4-(2-pyrazinylcarbonyl)morpholine CC1CN(CC(O1)C)C(=O)C1=NC=CN=C1